3-[(1-methylpropoxy)pyrazol-1-yl]-2-[(4S)-2,2,4-trimethylpyrrolidin-1-yl]pyridine-3-carboxamide CC(CC)OC1=NN(C=C1)C1(C(N=CC=C1)N1C(C[C@@H](C1)C)(C)C)C(=O)N